4,6-Dibromodibenzothiophene BrC1=CC=CC2=C1SC1=C2C=CC=C1Br